2-(6-amino-5-(1-(phenylsulfonyl)-1,2,3,6-tetrahydropyridin-4-yl)pyridazin-3-yl)phenol NC1=C(C=C(N=N1)C1=C(C=CC=C1)O)C=1CCN(CC1)S(=O)(=O)C1=CC=CC=C1